2,3-dimethylaniline hydrobromide Br.CC1=C(N)C=CC=C1C